N1=CC(=CC2=CC=CC=C12)C#CC=1C=C(C(=O)NN)C=CC1 3-[2-(3-quinolyl)ethynyl]-benzohydrazide